6-Amino-3-((1S,3S)-4'-chloro-3-cyano-3-methyl-1',2'-dihydrospiro[cyclopentane-1,3'-pyrrolo[2,3-b]pyridin]-5'-yl)-N-(3-(dimethylamino)propyl)-2-fluoro-N-methyl-benzamide NC1=CC=C(C(=C1C(=O)N(C)CCCN(C)C)F)C=1C(=C2C(=NC1)NC[C@@]21C[C@@](CC1)(C)C#N)Cl